6-(8-chloroquinolin-6-yl)-N2-(cyclobutylmethyl)-5-(1-methyl-1H-pyrazol-3-yl)pyrazine ClC=1C=C(C=C2C=CC=NC12)C1=C(N=CC=N1)C1N(N(C=C1)C)CC1CCC1